3-(((2-chloro-9-(pentan-3-yl)-9H-purin-6-yl)amino)methyl)-4,6-diethylpyridin-2(1H)-one ClC1=NC(=C2N=CN(C2=N1)C(CC)CC)NCC=1C(NC(=CC1CC)CC)=O